NC1=CC(=C2C(=N1)CCOC2)C2=CC=C(C=C2)OCCN2C=NC=C2 2-amino-4-{4-[2-(1H-imidazol-1-yl)ethoxy]phenyl}-5H,7H,8H-pyrano[4,3-b]pyridine